1-(2-chlorophenyl)-2-(6-(2-(3-methylbenzylidene)hydrazinyl)-2-morpholino-9H-purin-9-yl)ethane-1-on ClC1=C(C=CC=C1)C(CN1C2=NC(=NC(=C2N=C1)NN=CC1=CC(=CC=C1)C)N1CCOCC1)=O